P(=O)(OCC(COC(=O)OCC)OC(=O)OCC)(OC[C@@H](COC(CCCCCCCCCCCCC)=O)OC(CCCCCCCCCCCCC)=O)[O-].[Na+] sodium 2,3-bis((ethoxycarbonyl)oxy)propyl ((R)-2,3-bis(tetradecanoyloxy)propyl) phosphate